FC=1C=C2C=3C=CC(=C(C3NC2=CC1)CCCN(C)C)OC 3-(6-fluoro-2-methoxy-9H-carbazol-1-yl)-N,N-dimethylpropan-1-amine